ClC=1C=C(C=CC1OC)NC1=NC=CC(=N1)C(=O)NC=1C=NC=CC1C1=CC=CC=C1 2-((3-chloro-4-methoxyphenyl)amino)-N-(4-phenylpyridin-3-yl)pyrimidine-4-carboxamide